N-[2-[1-[[1-[4-[(2,6-dioxo-3-piperidyl)carbamoyl]-3-fluoro-phenyl]-4-piperidyl]methyl]-4-piperidyl]-6-isopropoxy-1-oxo-isoindolin-5-yl]pyrazolo[1,5-a]pyrimidine-3-carboxamide O=C1NC(CCC1NC(=O)C1=C(C=C(C=C1)N1CCC(CC1)CN1CCC(CC1)N1C(C2=CC(=C(C=C2C1)NC(=O)C=1C=NN2C1N=CC=C2)OC(C)C)=O)F)=O